C(C)(C)C1=CC(=NC=C1)C1=NSC(=N1)NC1=NC=C(C=C1N(C(OC(C)(C)C)=O)C)C(F)(F)F tert-butyl (2-((3-(4-isopropylpyridin-2-yl)-1,2,4-thiadiazol-5-yl)amino)-5-(trifluoromethyl)pyridin-3-yl)(methyl)carbamate